FC1CCC(CC1)=O 4-fluorocyclohexanone